((5-bromo-3-(3-methylbenzyl)pyrazin-2-yl)amino)-2-(diethoxyphosphoryl)acetic acid tert-butyl ester C(C)(C)(C)OC(C(P(=O)(OCC)OCC)NC1=NC=C(N=C1CC1=CC(=CC=C1)C)Br)=O